ClC1=C(C=C2C=C(N=CC2=C1)NC(=O)C1CC12CCOCC2)N2CCN(CC2)C2(COCC2C#N)C racemic-N-(7-chloro-6-(4-(4-cyano-3-methyltetrahydrofuran-3-yl)piperazin-1-yl)isoquinolin-3-yl)-6-oxaspiro[2.5]octane-1-carboxamide